[C@@H]12N(C[C@@H](C=C1)C2)C(CC2=C(NC1=CC=C(C=C21)OC)Br)=O 1-((1S,4R)-2-azabicyclo[2.2.1]hept-5-en-2-yl)-2-(2-bromo-5-methoxy-1H-indol-3-yl)ethan-1-one